3-(2-chloropyrimidin-4-yl)-6-cyclopropyl-7-(trideuteriomethoxy)imidazo[1,2-b]pyridazine ClC1=NC=CC(=N1)C1=CN=C2N1N=C(C(=C2)OC([2H])([2H])[2H])C2CC2